2,6-Di-isopropoxy-1,1-biphenyl C(C)(C)OC1=C(C(=CC=C1)OC(C)C)C1=CC=CC=C1